FC1(C(N=C(C2=CC=CC=C12)N1C=NC2=C1C=CC=C2C)(C)C)F 4,4-difluoro-3,3-dimethyl-1-(4-methylbenzimidazol-1-yl)isoquinoline